Benzyl (S)-4-((S)-3-(benzyloxy)-2-butyramidopropanamido)-2,2,6-trimethyl-3-oxoheptanoate C(C1=CC=CC=C1)OC[C@@H](C(=O)N[C@H](C(C(C(=O)OCC1=CC=CC=C1)(C)C)=O)CC(C)C)NC(CCC)=O